tert-butyl 4-(2-ethoxy-2-oxo-ethyl)-4-hydroxy-piperidine-1-carboxylate C(C)OC(CC1(CCN(CC1)C(=O)OC(C)(C)C)O)=O